OCCCN1N=C(C=C1)S(=O)(=O)N(CC1=CC=C(C=C1)OC)CC1=CC=C(C=C1)OC 1-(3-hydroxypropyl)-N,N-bis(4-methoxybenzyl)-1H-pyrazole-3-sulphonamide